C(#N)C1=CC(=CC2=C1SC(=C2)N2N=CC(=C2)C(=O)O)OC(C)C 1-(7-cyano-5-isopropoxybenzo[b]thiophen-2-yl)-1H-pyrazole-4-carboxylic acid